C(C)(C)(C)OC(=O)N[C@@H](CCC1=C(SC2=C1C=1N=CC(=NC1C=C2)OC)C(=O)OC)C methyl 9-[(3R)-3-{[(tert-butoxy)carbonyl]amino}butyl]-3-methoxythieno[3,2-f]quinoxaline-8-carboxylate